methyl 6-bromanyl-2-[1,1-di(methyl)ethoxycarbonylamino]-1H-benzimidazole-4-carboxylate BrC=1C=C(C2=C(NC(=N2)NC(=O)OC(C)(C)C)C1)C(=O)OC